3-amino-4,5-dichlorothiophene NC1=CSC(=C1Cl)Cl